N-[(1S)-5-[[(1R,2S)-2-(4-fluorophenyl)cyclopropyl]amino]-1-(4-cyanopiperidin-1-yl)-1-oxopentan-2-yl]-4-(1H-1,2,3-triazol-1-yl)benzamide FC1=CC=C(C=C1)[C@H]1[C@@H](C1)NCCCC(C(=O)N1CCC(CC1)C#N)NC(C1=CC=C(C=C1)N1N=NC=C1)=O